(6-(oxazol-5-yl)pyridin-2-yl)carbamic acid tert-butyl ester C(C)(C)(C)OC(NC1=NC(=CC=C1)C1=CN=CO1)=O